((1s,3s)-3-Hydroxy-3-methylcyclobutyl)(7-(pyrrolo[1,2-b]pyridazin-3-yl)-2-azaspiro[3.5]nonan-2-yl)methanone OC1(CC(C1)C(=O)N1CC2(C1)CCC(CC2)C2=CC=1N(N=C2)C=CC1)C